FC1(NC(C2=CC=C(C=C12)NC1=NC=C(C(=O)O)C(=C1)N[C@H](CO)C1=CC=CC=C1)=O)F (S)-6-((3,3-difluoro-1-oxoisoindolin-5-yl)amino)-4-((2-hydroxy-1-phenylethyl)amino)nicotinic acid